C1(CCCC1)C12CC(C1)C2 cyclopentyl-bicyclo[1.1.1]pentan